5-((5-(5-(trifluoromethyl)pyridin-2-yl)oxazol-2-yl)amino)pyridinecarbonitrile FC(C=1C=CC(=NC1)C1=CN=C(O1)NC=1C=CC(=NC1)C#N)(F)F